ClC1=C(C=C(C=C1)N1CC(C2=NC(=CC=C21)C(=O)N2C(CN(CC2)C=2C=NC=C(C(=O)OC)C2)(C)C)(C)C)F methyl 5-(4-(1-(4-chloro-3-fluorophenyl)-3,3-dimethyl-2,3-dihydro-1H-pyrrolo[3,2-b]pyridine-5-carbonyl)-3,3-dimethylpiperazin-1-yl)nicotinate